COCC1=NN(C(=C1)NC1=NC(=NN2C1=C(C(=C2)C2=NN(C=C2)C)C)C=2N(C=CN2)C)C(=O)OC(C)C Isopropyl 3-(methoxymethyl)-5-((5-methyl-2-(1-methyl-1H-imidazol-2-yl)-6-(1-methyl-1H-pyrazol-3-yl)pyrrolo[2,1-f][1,2,4]triazin-4-yl)amino)-1H-pyrazole-1-carboxylate